(2R,4R)-1-[(2R)-2-[(1-fluorocyclopropanecarbonyl)amino]-3-methyl-3-tritylsulfanyl-butanoyl]-4-hydroxy-N-[(1S)-1-[4-(4-methylthiazol-5-yl)-phenyl]ethyl]pyrrolidine-2-carboxamide FC1(CC1)C(=O)N[C@H](C(=O)N1[C@H](C[C@H](C1)O)C(=O)N[C@@H](C)C1=CC=C(C=C1)C1=C(N=CS1)C)C(C)(SC(C1=CC=CC=C1)(C1=CC=CC=C1)C1=CC=CC=C1)C